2,2-dimethylcyclopropylamine hydrochloride Cl.CC1(C(C1)N)C